FC1(CCC(CC1)C(=O)ON1C(C2=CC=CC=C2C1=O)=O)F 1,3-dioxoisoindolin-2-yl 4,4-difluorocyclohexane-1-carboxylate